C(C)(C)(C)OC(=O)N1C[C@]([C@@H](CC1)O)(C)O rac-(cis)-3,4-dihydroxy-3-methylpiperidine-1-carboxylic acid tert-butyl ester